tert-butyl 4-[2-(1,3-dioxoisoindolin-2-yl)ethyl]benzoate O=C1N(C(C2=CC=CC=C12)=O)CCC1=CC=C(C(=O)OC(C)(C)C)C=C1